2-propionylaminopyridine C(CC)(=O)NC1=NC=CC=C1